6-(4-(1'-(4-chloro-3-fluorophenyl)-3-methyl-1',2'-dihydrospiro[cyclobutane-1,3'-pyrrolo[3,2-b]pyridine]-5'-carbonyl)-3,3-dimethylpiperazin-1-yl)-2,4-dimethylnicotinic acid methyl ester COC(C1=C(N=C(C=C1C)N1CC(N(CC1)C(=O)C1=CC=C2C(=N1)C1(CN2C2=CC(=C(C=C2)Cl)F)CC(C1)C)(C)C)C)=O